COC(=O)C=1C=C2C=C(NC2=CC1)C1=NN=C(N1)CN1CCC(CC1)CC1=CC=CC=C1 2-(5-((4-benzylpiperidin-1-yl)methyl)-4H-1,2,4-triazol-3-yl)-1H-indole-5-carboxylic acid methyl ester